4-(trifluoromethyl)nicotinnitrile FC(C1=CC=NC=C1C#N)(F)F